NC1=C2N=C(N(C2=NC=N1)CCCNC(C(C)C)=O)SC1=CC2=C(OCO2)C=C1C=1OC(=CC1)C N-(3-{6-Amino-8-[6-(5-methyl-furan-2-yl)-benzo[1,3]dioxol-5-ylsulfanyl]-purin-9-yl}-propyl)-isobutyramide